C(C#C)C(COC1=CC(=C(C(=O)O)C=C1OC)[N+](=O)[O-])COC1=CC(=C(C(=O)O)C=C1OC)[N+](=O)[O-] 4,4'-((2-(prop-2-yn-1-yl)propane-1,3-diyl)bis(oxy))bis(5-methoxy-2-nitrobenzoic acid)